O=C1NC(C2=C(N1)SC(=C2)S(=O)(=O)Cl)=O 2,4-dioxo-1,2,3,4-tetrahydrothieno[2,3-d]pyrimidin-6-sulfonyl chloride